3-[3,5-bis(trifluoromethyl)pyridin-2-yl]-7-fluoro-2,3,4,5-tetrahydro-1H-1-benzazepine-2-One FC(C=1C(=NC=C(C1)C(F)(F)F)C1C(NC2=C(CC1)C=C(C=C2)F)=O)(F)F